ClC1=C(C(=C2C=NNC2=C1)C1=C(C=2N=C(N=C(C2C=N1)N1C[C@@]2(C(NC(N2)=O)=O)CCC1)OCC12CCCN2CCC1)F)C (5R)-7-(7-(6-chloro-5-methyl-1H-indazol-4-yl)-8-fluoro-2-((hexahydro-1H-pyrrolizin-7a-yl)methoxy)pyrido[4,3-d]pyrimidin-4-yl)-1,3,7-triazaspiro[4.5]decane-2,4-dione